C(CC#CCCCC)OC(CCC(=O)OCCCCCCN(CCCCCCCC(=O)OCCCCCCCCC)CCO)OCCC#CCCCC nonyl 8-((6-((4,4-bis(oct-3-yn-1-yloxy)butanoyl)oxy)hexyl)(2-hydroxyethyl)amino)octanoate